ClC1=NC=C(C(=C1)C1=C(C=NC(=C1)C)C(=O)NC=1SC=2N=C(N=CC2N1)NCC(C)(C)O)OC 2'-chloro-N-{5-[(2-hydroxy-2-methylpropyl)amino]-[1,3]thiazolo[5,4-d]pyrimidin-2-yl}-5'-methoxy-6-methyl-[4,4'-bipyridine]-3-carboxamide